tert-Butyl (trans-4-(2-(4-(2-chloro-3-ethylphenyl)piperazin-1-yl)ethyl)cyclohexyl)carbamate ClC1=C(C=CC=C1CC)N1CCN(CC1)CC[C@@H]1CC[C@H](CC1)NC(OC(C)(C)C)=O